C1(CC1)C=1N=C2N(C=CC(=C2)OCC)C1 cyclopropyl-7-ethoxyimidazo[1,2-a]pyridine